C(#N)C=1C=C(C=C(C1)C#N)[C@H](C(=O)NC1=NN(C(=C1)C(F)(F)F)C)[C@@H]1CC(CC1)(F)F (R)-2-(3,5-dicyanophenyl)-2-((S)-3,3-difluorocyclopentyl)-N-(1-methyl-5-(trifluoromethyl)-1H-pyrazol-3-yl)acetamide